2-([1-[(2-chlorophenyl)methyl]-5-[3-[(2-methylpropyl)amino]phenyl]-1H-pyrazol-3-yl]methoxy)-2-methyl-propanoic acid ClC1=C(C=CC=C1)CN1N=C(C=C1C1=CC(=CC=C1)NCC(C)C)COC(C(=O)O)(C)C